O1C(C1)CCC1=C(C(=O)OCC\C=C\CCC2OCCO2)C=CC=C1 (E)-6-(1,3-dioxolan-2-yl)hex-3-en-1-ol (Oxiran-2-yl)ethylbenzoate